FC(C1=CC=C(O[C@@H]2CN(CC2)C(=O)OC(C)(C)C)C=C1)(F)F tert-butyl (S)-3-(4-(trifluoromethyl)phenoxy)pyrrolidine-1-carboxylate